FC=1C=C2C(=CNC2=CC1)CCN1CCCC1 1-[2-(5-fluoro-1H-indol-3-yl)ethyl]pyrrolidin